NC=1C=C(C=C2C=C(N=CC12)NC(=O)[C@H]1[C@@H](C1)C#N)C1=CC(=NN1C)C(=O)NC |r| (±)-5-(8-amino-3-((trans)-2-cyanocyclopropane-1-carboxamido)isoquinolin-6-yl)-N,1-dimethyl-1H-pyrazole-3-carboxamide